ClCC(COC1=C(C=C(C=C1)C(C)(C)C1=CC=C(C=C1)OCC(CN1N=NC(=C1CO)I)O)I)O 1-chloro-3-(4-(2-(4-(2-hydroxy-3-(5-(hydroxymethyl)-4-iodo-1H-1,2,3-triazol-1-yl)propoxy)phenyl)propan-2-yl)-2-iodophenoxy)propan-2-ol